[Al].N(=O)N(O)C1=CC=CC=C1 (N-nitroso-N-phenylhydroxylamine) aluminium salt